N1(CCCCCC1)C1=CC=C2C(=N1)N(N=C2C(=O)NC2CCNCC2)C 6-(azepan-1-yl)-1-methyl-N-(4-piperidyl)pyrazolo[3,4-b]pyridine-3-carboxamide